(3-((3-(4-(2,6-dimethylpyridin-4-yl)-1H-pyrazol-3-yl)phenoxy)methyl)phenyl)methanamine CC1=NC(=CC(=C1)C=1C(=NNC1)C=1C=C(OCC=2C=C(C=CC2)CN)C=CC1)C